4-amino-5'-fluoro-2'-[(2R)-3-hydroxy-2-methylpropyl]-6'-methoxy-2',3'-dihydrospiro[cyclohexane-1,1'-isoindole]-4-carboxylic acid NC1(CCC2(N(CC3=CC(=C(C=C23)OC)F)C[C@H](CO)C)CC1)C(=O)O